2-(3-butynyl-aziridine-3-yl)acetic acid C(#CCC)C1(CN1)CC(=O)O